tert-butyl (S)-(1-((4-(1-benzyl-1H-pyrazol-4-yl)-3-fluorophenyl)amino)-1-oxo-3,3-diphenylpropan-2-yl)carbamate C(C1=CC=CC=C1)N1N=CC(=C1)C1=C(C=C(C=C1)NC([C@H](C(C1=CC=CC=C1)C1=CC=CC=C1)NC(OC(C)(C)C)=O)=O)F